N-(4-aminobut-2-yn-1-yl)-5-(4-(3-aminoprop-1-yn-1-yl)phenyl)furan NCC#CCNCC#CC1=CC=C(C=C1)C1=CC=CO1